CN(CCN(C(C(CCSCCC(=O)OCCCCCCCCCCCCCCCCCCCCCC)NC(C(CCCCCCCCCC)CCCCCCCC)=O)=O)C)C docosyl 3-((4-((2-(dimethylamino)ethyl)(methyl)amino)-3-(2-octyldodecanamido)-4-oxobutyl)thio)propanoate